C(C=C)(=O)C(N(C)C)CS(=O)(=O)O.[Na] sodium acryloyl-dimethyltaurine